BrC=1C(=C(N[C@H](C)C2=C(C=C(C=C2)Cl)Cl)C(=CC1)[N+](=O)[O-])F (R)-3-bromo-N-(1-(2,4-dichlorophenyl)ethyl)-2-fluoro-6-nitroaniline